6,6-dimethyl-2-methylene-bicyclo[3.1.1]heptane CC1(C2CCC(C1C2)=C)C